ClC1=C2C=C(NC2=CC=C1OC)C(=O)N1CC2(CC1C(=O)N[C@H](C(=O)OC)C[C@H]1C(NCC1)=O)CCCCC2 (2S)-methyl 2-(2-(4-chloro-5-methoxy-1H-indole-2-carbonyl)-2-azaspiro[4.5]decane-3-carboxamido)-3-((S)-2-oxopyrrolidin-3-yl)propanoate